FC1=C(C=CC(=C1)F)N1C(C2=C(CC1)N=C(S2)OCC2=C(C=C(C=C2)F)F)=O 5-(2,4-difluorophenyl)-2-[(2,4-difluorophenyl)methoxy]-6,7-dihydro-thiazolo[5,4-c]pyridin-4(5H)-one